Ethyl (S)-3-((tert-butoxycarbonyl)amino)-3-(4,4'-difluoro-2'-(hex-4-en-1-yl)-5,6'-dimethyl-[1,1'-biphenyl]-3-yl)propanoate C(C)(C)(C)OC(=O)N[C@@H](CC(=O)OCC)C=1C=C(C=C(C1F)C)C1=C(C=C(C=C1C)F)CCCC=CC